NC=1N=CC2=C(C=CC(=C2C1)CC(C)O)Cl (3-amino-8-chloroisoquinolin-5-yl)propan-2-ol